5-chloro-N-{4-[2-(pyrido[3,4-b]pyrazin-8-yl)ethynyl]-3-fluoropyridin-2-yl}-2-methoxypyridine-3-sulfonamide ClC=1C=C(C(=NC1)OC)S(=O)(=O)NC1=NC=CC(=C1F)C#CC1=CN=CC2=NC=CN=C21